1-(Pyridin-2-yl)-1H-imidazole-4-carboxylic acid {2-[5-(3,4-dichlorophenyl)-furan-2-yl]ethyl}amide ClC=1C=C(C=CC1Cl)C1=CC=C(O1)CCNC(=O)C=1N=CN(C1)C1=NC=CC=C1